COC(C1=C(C=C(C=C1)N)[N+](=O)[O-])=O 4-amino-2-nitrobenzoic acid methyl ester